CC1=NC(=CC(=C1)C=1C=2N(C(=NC1C1=CC=CC=C1)N)C=CN2)C(F)(F)F 8-(2-methyl-6-(trifluoromethyl)pyridin-4-yl)-7-phenylimidazo[1,2-c]pyrimidin-5-amine